C=1N=CCN2N=C3C(=NC4=CN(C=CC4=C3)NC=3C=C(C=CC3)NC(C)=O)C21 N-(3-(pyrazino[1',6':1,5]pyrazolo[4,3-b][1,7]naphthyridin-10-ylamino)phenyl)acetamide